FC1=CC=C(C=C1)C12CC(C1)(C2)C(C(C)C)NC(C2=CN=CC=C2)=O N-(1-(3-(4-fluorophenyl)bicyclo[1.1.1]pentan-1-yl)-2-methylpropyl)nicotinamide